FC1=CC2=C(N=C(O2)C=2C=C(C=CC2)C2=C(C=C(C=C2)F)C2=NN=CN2C)C=C1C=O 6-Fluoro-2-(4'-fluoro-2'-(4-methyl-4H-1,2,4-triazol-3-yl)-[1,1'-biphenyl]-3-yl)benzo[d]oxazole-5-carbaldehyde